C(=O)(OCC1=CC=CC=C1)N[C@H](C)CC(C)(C)C Cbz-(R)-4,4-dimethyl-2-pentylamine